C(C=C)OC(C(=O)OC)(C)C methyl 2-(allyloxy)-2-methylpropanoate